1-(2-(3,8-diazabicyclo[3.2.1]octan-8-yl)-6,7-dihydrothiazolo[5,4-c]pyridin-5(4H)-yl)-2-hydroxy-3-methylbutan-1-one C12CNCC(CC1)N2C=2SC=1CN(CCC1N2)C(C(C(C)C)O)=O